(R)-5-(3-allylureido)-2-methyl-N-(1-(naphthalen-1-yl)ethyl)benzamide C(C=C)NC(NC=1C=CC(=C(C(=O)N[C@H](C)C2=CC=CC3=CC=CC=C23)C1)C)=O